FC1C2NC3CC(CC1C3)C2 4-fluoro-2-azaadamantane